8-(4-((2-(2,6-dioxopiperidin-3-yl)-4-fluoro-1-oxoisoindolin-5-yl)methyl)piperazin-1-yl)-9-ethyl-6,6-dimethyl-11-oxo-6,11-dihydro-5H-benzo[b]carbazole-3-carbonitrile O=C1NC(CCC1N1C(C2=CC=C(C(=C2C1)F)CN1CCN(CC1)C=1C(=CC2=C(C(C=3NC4=CC(=CC=C4C3C2=O)C#N)(C)C)C1)CC)=O)=O